N=1C=NN2C1C=CC(=C2)C2=CNC=1N=C(N=CC12)NC=1C=NC(=CC1)N1CCN(CC1)C 5-([1,2,4]triazolo[1,5-a]pyridin-6-yl)-N-(6-(4-methylpiperazin-1-yl)pyridin-3-yl)-7H-pyrrolo[2,3-d]pyrimidin-2-amine